m-bis-(2-hydroxy-2-propyl)benzene OC(C)(C)C1=CC(=CC=C1)C(C)(C)O